C(\C=C(/C)\CCC=C(C)C)C1=C(O)C=CC(=C1)O Geranyl-hydroquinone